FC1=C(C(=C2C=CNC2=C1F)SC)OC=1C=CC(=C(C1)C=1NC=C(N1)[C@@]1(C(COC2=C(C=CC=C12)CCC(=O)OCC)(F)F)C)F |r| Racemic-ethyl 3-[4-[2-[5-[(6,7-difluoro-4-methylsulfanyl-1H-indol-5-yl)oxy]-2-fluoro-phenyl]-1H-imidazol-4-yl]-3,3-difluoro-4-methyl-chroman-8-yl]propanoate